tert-Butyl (4S)-4-ethenyl-2,2-dimethyl-1,3-oxazolidine-3-carboxylate C(=C)[C@@H]1N(C(OC1)(C)C)C(=O)OC(C)(C)C